C(C=CCC(=O)[O-])(=O)OCCCCCCCC mono-n-octyl glutaconate